4-(trifluoromethylsulfonyl)chlorobenzene C1=CC(=CC=C1S(=O)(=O)C(F)(F)F)Cl